4-morpholinopyrazole-1-carboxylic acid tert-butyl ester C(C)(C)(C)OC(=O)N1N=CC(=C1)N1CCOCC1